C(CCCCC)C1=C(O)C=CC=C1O Hexyl-resorcinol